2-Phenyl-2-propylamine C1(=CC=CC=C1)C(C)(C)N